methyl 2-[[5-ethynyl-3-(methoxymethoxy)-4-methyl-pyridine-2-carbonyl]amino]acetate C(#C)C=1C(=C(C(=NC1)C(=O)NCC(=O)OC)OCOC)C